6-chloro-N-{3-[2-(4-chloro-3-fluorophenoxy)acetamido]bicyclo[1.1.1]pentan-1-yl}-4-[3-(trifluoromethyl)benzoyl]-3,4-dihydro-2H-1,4-benzoxazine-2-carboxamide ClC=1C=CC2=C(N(CC(O2)C(=O)NC23CC(C2)(C3)NC(COC3=CC(=C(C=C3)Cl)F)=O)C(C3=CC(=CC=C3)C(F)(F)F)=O)C1